C(CCCCCC)C1=CC=C(C=C1)C1=CC=C(C=C1)C#N 4'-heptyl-4-cyanobiphenyl